2-(2-(methylthio)phenyl)-N-(3,4,5-trimethoxyphenyl)quinoline-4-carboxamide CSC1=C(C=CC=C1)C1=NC2=CC=CC=C2C(=C1)C(=O)NC1=CC(=C(C(=C1)OC)OC)OC